cyclopropylmethyl (2R)-2-{[(1,2,3,5,6,7-hexahydro-s-indacen-4-yl)carbamoyl]amino}-3-(pyridin-3-yl)propanoate C1CCC2=C(C=3CCCC3C=C12)NC(=O)N[C@@H](C(=O)OCC1CC1)CC=1C=NC=CC1